C(C)(C)(C)C1=CC=CC2=CC3=CC(=CC=C3C(=C12)OC(=O)C1=C(C2C(CC1C2)C)C(=O)O)C(C)(C)C 1,6-bis(tert-butyl)-9-[2-carboxy(3,6-methano-4-methyl-cyclohexenyl)]carbonyloxyanthracene